[Pd](Cl)Cl.ClC=1C=NC=CC1 (3-chloropyridine) palladium (II) dichloride